2-[2-(aminomethyl)-3,3-difluoro-allyl]-4-[3-methyl-5-(4-methylsulfonylphenyl)-2-pyridyl]-1,2,4-triazol-3-one NCC(CN1N=CN(C1=O)C1=NC=C(C=C1C)C1=CC=C(C=C1)S(=O)(=O)C)=C(F)F